3,7,11,15-Tetramethylhexadecyl propionate C(CC)(=O)OCCC(CCCC(CCCC(CCCC(C)C)C)C)C